FC(OC1=C(C(=O)OC)C=CC=C1F)F methyl 2-(difluoromethoxy)-3-fluorobenzoate